1-ethylhexyl-barbituric acid C(C)C(CCCCC)C1C(NC(NC1=O)=O)=O